methyl (S)-5-(4-((1-(5-(3,5-difluorophenyl)-4,5-dihydro-1H-pyrazole-1-carbonyl)azetidin-3-yl)oxy)-5-fluoropyridin-2-yl)-1-methyl-1H-pyrazole-4-carboxylate FC=1C=C(C=C(C1)F)[C@@H]1CC=NN1C(=O)N1CC(C1)OC1=CC(=NC=C1F)C1=C(C=NN1C)C(=O)OC